aluminum-zinc chromium [Cr].[Zn].[Al]